4-(6-fluoropyridin-3-yl)-6-(1-methyl-1H-pyrazol-4-yl)pyrazolo[1,5-a]Pyridine-3-carbonitrile FC1=CC=C(C=N1)C=1C=2N(C=C(C1)C=1C=NN(C1)C)N=CC2C#N